C(C)(=O)N1CC(=NCC1)NCCCCOC1=CC=C(C=C1)CC(C(=O)O)NC(C1=C(C=CC=C1Cl)Cl)=O 3-(4-(4-((4-acetyl-3,4,5,6-tetrahydropyrazin-2-yl)amino)butoxy)phenyl)-2-(2,6-dichlorobenzamido)propanoic acid